N-ethyl-5-fluoro-N-isopropyl-2-(4'-methyl-7',8'-dihydrospiro[azetidine-3,6'-pyrido[3,4-b]indol]-9'(5'H)-yl)benzamide C(C)N(C(C1=C(C=CC(=C1)F)N1C2=C(C=3CC4(CCC13)CNC4)C(=CN=C2)C)=O)C(C)C